ClC=1C=C(C(=O)N2CCC3=CC(=CC=C23)[C@@H](C)NC(C2=CC=C(C=C2)C#N)=O)C=CC1 (R)-N-(1-(1-(3-chlorobenzoyl)-2,3-dihydro-1H-indol-5-yl)ethyl)-4-cyanobenzamide